FC(CCOC)(F)F 1,1,1-trifluoro-3-methoxypropan